palladium(II) methanesulfonat CS(=O)(=O)[O-].[Pd+2].CS(=O)(=O)[O-]